BrC=1C=C(C(=NC1I)OC)N(CC1=CC=C(C=C1)OC)CC1=CC=C(C=C1)OC 5-bromo-6-iodo-2-methoxy-N,N-bis(4-methoxybenzyl)pyridin-3-amine